C(#C)C=1C(=C(C(=CC1)C1=NN=C(C2=CC=CC=C12)N[C@H]1COCCC1)O)F (R)-3-ethynyl-2-fluoro-6-(4-((tetrahydro-2H-pyran-3-yl)amino)phthalazin-1-yl)phenol